O1CCC=2C=NC=CC21 dihydrofuro[3,2-c]pyridin